O1CC(C1)C(=O)[O-] 3-oxetanecarboxylate